(4-bromophenyl)(2-iodophenyl)sulfane (2R,3R,5R)-4-Acetoxy-2-((benzoyloxy)methyl)-5-cyano-5-(2-oxo-4-(1H-1,2,4-triazol-1-yl)pyrimidin-1(2H)-yl)tetrahydrofuran-3-yl-benzoate C(C)(=O)OC1[C@@H]([C@H](O[C@]1(N1C(N=C(C=C1)N1N=CN=C1)=O)C#N)COC(C1=CC=CC=C1)=O)OC(C1=CC=CC=C1)=O.BrC1=CC=C(C=C1)SC1=C(C=CC=C1)I